C(C)(C)(C)OC(N[C@@H](CC1=CC=C(C=C1)[N+](=O)[O-])C(N)=O)=O 1-(S)-carbamoyl-2-(4-nitrophenyl)ethyl-carbamic acid tert-butyl ester